BrC1=C2C=NN(C2=CC(=C1[C@H]1[C@@H](C1)C(C)O)C)C1OCCCC1 ((1R,2R)-2-(4-bromo-6-methyl-1-(tetrahydro-2H-pyran-2-yl)-1H-indazol-5-yl)cyclopropyl)ethan-1-ol